[K].C(C)N1C(CCC1)CS(=O)(=O)NC(NC1=C2CCCC2=CC=2CCCC12)=O 1-(1-Ethylpyrrolidin-2-yl)-N-((1,2,3,5,6,7-hexahydro-s-indacen-4-yl)carbamoyl)methanesulfonamide, potassium salt